8-bromo-1-(4-methoxybenzyl)-2-oxo-2,3-dihydro-1H-benzo[b]azepine-4-carbaldehyde BrC=1C=CC2=C(N(C(CC(=C2)C=O)=O)CC2=CC=C(C=C2)OC)C1